FC1=C(CN2C3=C(OCC2=O)C=C(C=C3)NC(=O)NC3=CC=C2C=CNC2=C3)C=CC=C1F 1-(4-(2,3-difluorobenzyl)-3-oxo-3,4-dihydro-2H-benzo[b][1,4]oxazin-7-yl)-3-(1H-indol-6-yl)urea